C1(=CC=CC=C1)C(C)C(C(CCCN)C)N 1-(1-phenylethyl)-1,5-diamino-2-methylpentane